dimethylmethoxy(aminoethylpropyl)silane tert-butyl-(S)-(6-(4,4,5,5-tetramethyl-1,3,2-dioxaborolan-2-yl)isochroman-4-yl)carbamate C(C)(C)(C)N(C(O)=O)[C@@H]1COCC2=CC=C(C=C12)B1OC(C(O1)(C)C)(C)C.C[Si](C(CC)CCN)(OC)C